C(C)(=O)NCCCN N-acetyl-3-aminopropyl-amine